C(C)(C)(C)OC(=O)N1CC2=C(N=C(N=C2)NCCC2=CC=NC=C2)CC1 2-((2-(Pyridin-4-yl)ethyl)amino)-7,8-dihydropyrido[4,3-d]pyrimidine-6(5H)-carboxylic acid tert-butyl ester